N-(1-ethylpiperidin-4-yl)-2-[1-(pyrazin-2-yl)-1H-pyrazol-4-yl]-1,3-thiazole-4-carboxamide C(C)N1CCC(CC1)NC(=O)C=1N=C(SC1)C=1C=NN(C1)C1=NC=CN=C1